C(CCCCCCCC=CCC=CCC=CCC=CCC=CCC)(=O)[O-].[Na+] sodium 9,12,15,18,21-tetracosapentaenoate